6-(2-amino-5-(4-((3R,5S)-3,5-dimethylpiperazin-1-yl)phenyl)pyridin-3-yl)-3,4-dihydroisoquinolin-1(2H)-one NC1=NC=C(C=C1C=1C=C2CCNC(C2=CC1)=O)C1=CC=C(C=C1)N1C[C@H](N[C@H](C1)C)C